2-(4-hydroxy-3-methoxy-phenyl)acetic acid-2-phenylethyl ester C1(=CC=CC=C1)CCOC(CC1=CC(=C(C=C1)O)OC)=O